N=1C=C(N2C1C=CC=C2)C=2C=CNC2 4-(imidazo[1,2-a]pyridin-3-yl)-1H-pyrrole